(E)-1-(2,4-dimethoxyphenyl)-3-(2,4,5-trimethoxyphenyl)prop-2-en-1-one COC1=C(C=CC(=C1)OC)C(\C=C\C1=C(C=C(C(=C1)OC)OC)OC)=O